FC=1C=CC(=NC1)C1(CN(C1)C(=O)OC(C)(C)C)OC1=CC=C(C=C1)C tert-Butyl 3-(5-fluoropyridin-2-yl)-3-(4-methylphenoxy)azetidine-1-carboxylate